tert-Butyl methyl(trans-4-picolinoylcyclohexyl)carbamate CN(C(OC(C)(C)C)=O)C1(CCCCC1)C(C1=CC=NC=C1)=O